(2S,2'S)-2,2'-(octanedioylbis(azanediyl))bis(5-((2,5-dioxopyrrolidin-1-yl)oxy)-5-oxopentanoic acid) C(CCCCCCC(=O)N[C@H](C(=O)O)CCC(=O)ON1C(CCC1=O)=O)(=O)N[C@H](C(=O)O)CCC(ON1C(CCC1=O)=O)=O